C(C)(C)(C)OC(=O)N1CC(C1)N1C(CN(CC1)C(=O)OCC1=CC=CC=C1)=O benzyl 4-(1-(tert-butoxycarbonyl)azetidin-3-yl)-3-oxopiperazine-1-carboxylate